2-((4-(pyrrolidin-1-yl)pentyl)thio)-1,4-dihydroquinazoline dihydrochloride Cl.Cl.N1(CCCC1)C(CCCSC=1NC2=CC=CC=C2CN1)C